C(O)(=O)OC(CCCCCCCC)O nonanediol carbonate